1-(5-carboxypentyl)-2,3-dimethyl-3-(3-sulfopropyl)-3H-indole C(=O)(O)CCCCCN1C(C(C2=CC=CC=C12)(CCCS(=O)(=O)O)C)C